FC=1C(=NC(=C(C1)F)N[C@H]1CNC[C@@H]1F)C1=CN=C2N1C=C(C=C2)C(C)(C)O 2-(3-(3,5-difluoro-6-(((3S,4S)-4-fluoro-pyrrolidin-3-yl)-amino)pyridin-2-yl)-imidazo[1,2-a]-pyridin-6-yl)propan-2-ol